C(C)(C)(C)OC(N(CC1=NC=C(C(=C1C)OC)C)C1=CC(=CC(=C1)C)C1=CC2=C(S1)C=CC=C2)=O (3-(benzo[b]thiophen-2-yl)-5-methylphenyl)((4-methoxy-3,5-dimethylpyridin-2-yl)methyl)carbamic acid tert-butyl ester